(R)-N-(5-(5-cyclobutyl-1,2,4-oxadiazol-3-yl)-2,3-dihydro-1H-inden-1-yl)-3-methyl-1H-pyrazole-4-carboxamide C1(CCC1)C1=NC(=NO1)C=1C=C2CC[C@H](C2=CC1)NC(=O)C=1C(=NNC1)C